1,3,8-Trihydroxynaphthalene OC1=CC(=CC2=CC=CC(=C12)O)O